BrC1=CC=C(C=N1)OCCOCCOCCOC=1C=CC2=C(N=C(O2)C2=C3C=C(N=CC3=C(N=C2)NC)NC(=O)C2CC2)C1 N-(5-(5-(2-(2-(2-((6-bromopyridin-3-yl)oxy)ethoxy)ethoxy)ethoxy)benzo[d]oxazol-2-yl)-8-(methylamino)-2,7-naphthyridin-3-yl)cyclopropanecarboxamide